N,N'-pentylenebismethacrylamide C(CCCCNC(C(=C)C)=O)NC(C(=C)C)=O